FC1=CC=C(C=C1)SP(C1=CC=CC=C1)(C1=CC=CC=C1)=O S-(4-fluorophenyl)thio-diphenyl-phosphorus oxide